BrC1=C(OCC=2CCN(CC2)C(=O)OC(C)(C)C)C=C(C=C1)[N+](=O)[O-] tert-Butyl 4-((2-bromo-5-nitrophenoxy)methyl)-3,6-dihydropyridine-1(2H)-carboxylate